4,4'-isopropylidenedicyclohexanol C(C)(C)(C1CCC(CC1)O)C1CCC(CC1)O